(6,7-dichloro-1,3,4,5-tetrahydro-2H-pyrido[4,3-b]indol-2-yl)(5-(3-hydroxyazetidin-1-yl)pyrimidin-2-yl)methanone ClC1=C(C=CC=2C3=C(NC12)CCN(C3)C(=O)C3=NC=C(C=N3)N3CC(C3)O)Cl